C1(CC1)CN1C(=CC=2C=CN3C=CN=C3C12)C(=O)OCC ethyl 12-(cyclopropylmethyl)-3,6,12-triazatricyclo[7.3.0.02,6]dodeca-1(9),2,4,7,10-pentaene-11-carboxylate